C(#N)C=1C=C(C=CC1F)NC(N(C)[C@@H]1COCC=2NC(C=3C=C(C(=CC3C21)F)F)=O)=O (S)-3-(3-Cyano-4-fluorophenyl)-1-(8,9-difluoro-6-oxo-1,4,5,6-tetrahydro-2H-pyrano[3,4-c]isoquinolin-1-yl)-1-methylurea